C(C)(=O)C1=CC=2N(C3=CC=CC=C3SC2C=C1)CCCN(C(C)=O)C N-(3-(2-acetyl-10H-phenothiazin-10-yl)propyl)-N-methylacetamide